1-[6-[4-[(1-phenylindazol-5-yl)amino]pyrido[3,2-d]pyrimidin-6-yl]-1,6-diazaspiro[3.3]heptan-1-yl]prop-2-en-1-one C1(=CC=CC=C1)N1N=CC2=CC(=CC=C12)NC=1C2=C(N=CN1)C=CC(=N2)N2CC1(CCN1C(C=C)=O)C2